[Cu](Cl)(Cl)(Cl)Cl.[Al] aluminum copper tetrachloride